N,N,N-trimethyl-oxiranylpropylammonium bromide [Br-].C[N+](C)(C)CCCC1OC1